[O].CO methanol mono-oxygen